2-acrylamido-2-methyl-1-propane-sulfonic acid C(C=C)(=O)NC(CS(=O)(=O)O)(C)C